2-(2-chlorophenyl)sulfanyl-N-[(4-cyanophenyl)methyl]-N-[(3-methyl-1,2,4-oxadiazol-5-yl)methyl]acetamide ClC1=C(C=CC=C1)SCC(=O)N(CC1=NC(=NO1)C)CC1=CC=C(C=C1)C#N